C(C)(C)(C)[Si](OCCC=1C=CC(=NC1)N)(C)C 5-[2-[tert-butyl-(dimethyl)silyl]oxyethyl]pyridin-2-amine